2-(4-amino-5-(ethoxycarbonyl)-9H-pyrimido[4,5-b]indol-9-yl)acetic acid NC1=NC=NC=2N(C3=CC=CC(=C3C21)C(=O)OCC)CC(=O)O